C1OCC12OCC(C2)COC2=NN=C(S2)N 5-((2,5-dioxaspiro(3.4)oct-7-yl)methoxy)-1,3,4-thiadiazol-2-amine